C(C1=CC=CC=C1)OC1=C(C=O)C=CC(=C1)Br 2-(benzyloxy)-4-bromobenzaldehyde